C(CCCCCC(C)C)(=O)[O-].[Na+] Sodium isononanoate